O1N=C(C=C1)C(C)NC(=O)[C@H]1CN(CC[C@@H]1NC(=O)C1=NOC(=C1)C1=C(C=C(C=C1)F)F)C1CCCC1 (3S,4S)-1-cyclopentyl-4-{[5-(2,4-difluoro-phenyl)-isoxazole-3-carbonyl]-amino}-piperidine-3-carboxylic acid (1-isoxazol-3-yl-ethyl)-amide